cyano-N-((1,2,3,5,6,7-hexahydro-s-indacen-4-yl)carbamoyl)-4-(2-hydroxypropan-2-yl)furan-2-sulfonimidamide C(#N)C1=C(OC=C1C(C)(C)O)S(=O)(NC(NC1=C2CCCC2=CC=2CCCC12)=O)=N